2-methyl-4-((2-methylallyl)oxy)pentane CC(C)CC(C)OCC(=C)C